5-((1H-pyrazol-1-yl)methyl)-N-((2,6-dimethoxyphenyl)sulfonyl)-6-(trifluoromethoxy)picolinamide N1(N=CC=C1)CC=1C=CC(=NC1OC(F)(F)F)C(=O)NS(=O)(=O)C1=C(C=CC=C1OC)OC